2-amino-1-{4-[4-({(1R)-1-[3-(difluoromethyl)-2-fluorophenyl]ethyl}amino)-2-methylpyrido[3,4-d]pyrimidin-6-yl]piperazin-1-yl}ethan-1-one NCC(=O)N1CCN(CC1)C1=CC2=C(N=C(N=C2N[C@H](C)C2=C(C(=CC=C2)C(F)F)F)C)C=N1